BrC1=CC(=C(C=2C(CCOC21)=O)F)F 8-bromo-5,6-difluoro-2,3-dihydro-1-benzopyran-4-one